FC1(OC(=C(O1)F)F)F perfluoro(1,3-dioxole)